C(#N)COC(CCCCC1=CC=CC=C1)=O 5-phenylpentanoic acid cyanomethyl ester